1-(4-butylphenyl)-1H-pyrazole-4-carbaldehyde C(CCC)C1=CC=C(C=C1)N1N=CC(=C1)C=O